[Cl-].C(CCCCCCCCCCCCCCC)[NH3+] hexadecyl-ammonium chloride